FC=1C=C(C=CC1NC1=NC=C(C=N1)[C@H]1C[C@H](CC1)OC=1C=NC=CC1C(=C)C)S(=O)(=O)NC(OC(C)(C)C)=O |r| rac-tert-butyl ((3-fluoro-4-((5-((1R,3S)-3-((4-(prop-1-en-2-yl)pyridin-3-yl)oxy)cyclopentyl)pyrimidin-2-yl)amino)phenyl)sulfonyl)carbamate